CN(C(OC1=C(C2=C([C@H](N(C(O2)=O)CC2=C(C(=CC=C2)NS(NC)(=O)=O)F)C)C=C1)F)=O)C (R)-8-fluoro-3-(2-fluoro-3-((N-methylsulfamoyl)amino)benzyl)-4-methyl-2-oxo-3,4-dihydro-2H-benzo[e][1,3]oxazin-7-yl dimethylcarbamate